Cl.Cl.N1[C@H](CNCC1)CC#N (S)-2-(piperazin-2-yl)acetonitrile bis(hydrochloride)